N1N=CC(=C1)CCC(=O)O 3-(1H-Pyrazol-4-yl)propanoic acid